C(C1=CC=CC=C1)NC(=O)N([C@@H]1CC[C@H](CC1)NC(OC(C)(C)C)=O)C1=NC=C(C=C1)C=1C=NN(C1)C tert-butyl (trans-4-((benzylcarbamoyl) (5-(1-methyl-1H-pyrazol-4-yl)pyridin-2-yl)amino)cyclohexyl)carbamate